1-Cyclopentyl-3-methyl-7-(1-((methylsulfonyl)methyl)-1H-pyrazol-4-yl)-8-phenyl-3,6-dihydroimidazo[4,5-d]pyrrolo[2,3-b]pyridin-2(1H)-on C1(CCCC1)N1C(N(C=2C1=C1C(=NC2)NC(=C1C1=CC=CC=C1)C=1C=NN(C1)CS(=O)(=O)C)C)=O